N-cyclopentyl-6-(7,8-dihydro-5H-1,6-naphthyridin-6-yl)-5-methyl-pyridine-3-carboxamide C1(CCCC1)NC(=O)C=1C=NC(=C(C1)C)N1CC=2C=CC=NC2CC1